FC1=CC=C(C=C1)CC(=O)NC1=CC=C(COC(=O)NC(C(=O)O)C)C=C1 ((((4-(2-(4-fluorophenyl)acetamido)benzyl)oxy)carbonyl)amino)propanoic acid